4,4'-((5-trifluoromethyl-1,3-phenylene)bis(ethyne-2,1-diyl))dibenzonitrile FC(C=1C=C(C=C(C1)C#CC1=CC=C(C#N)C=C1)C#CC1=CC=C(C#N)C=C1)(F)F